NCCNC(CCOCC(COCCC(NCCN)=O)(COCCC(=O)NCCN)NC(OCC1C2=CC=CC=C2C=2C=CC=CC12)=O)=O (9H-fluoren-9-yl)methyl (1,17-diamino-9-((3-((2-aminoethyl)amino)-3-oxopropoxy)methyl)-4,14-dioxo-7,11-dioxa-3,15-diazaheptadecane-9-yl)carbamate